C(#N)C=1N=CC(=NC1)NC1=CC(=C(N=N1)C=1SC=CC1)NCC1CN(CCO1)C(=O)OC(C)(C)C tert-butyl 2-((6-(5-cyanopyrazin-2-ylamino)-3-(thiophen-2-yl)pyridazin-4-ylamino)methyl)morpholine-4-carboxylate